3-(1-Oxo-5-(5-phenylpyridin-2-yl)isoindolin-2-yl)piperidine-2,6-dione O=C1N(CC2=CC(=CC=C12)C1=NC=C(C=C1)C1=CC=CC=C1)C1C(NC(CC1)=O)=O